6-((4-(2-(2-aminopyridin-3-yl)-5-phenyl-3H-imidazo[4,5-b]pyridin-3-yl)benzyl)amino)pyrazine-2-carbonitrile NC1=NC=CC=C1C1=NC=2C(=NC(=CC2)C2=CC=CC=C2)N1C1=CC=C(CNC2=CN=CC(=N2)C#N)C=C1